4,4'-bisbromomethylenebiphenyl BrC=C1C=CC(C=C1)=C1C=CC(C=C1)=CBr